CC(=CCC/C(=C/CC/C(=C/CC/C(=C\\CC/C(=C\\CC/C(=C\\CC/C(=C\\CC/C(=C\\CC/C(=C\\CC/C(=C\\CC/C(=C\\COP(=O)([O-])OP(=O)([O-])O[C@@H]1[C@@H]([C@H]([C@@H]([C@H](O1)CO)O)O[C@@H]2[C@H]([C@H]([C@@H]([C@H](O2)CO)O)O[C@@H]3[C@H]([C@H]([C@@H]([C@H](O3)CO)O)O[C@@H]4[C@H]([C@H]([C@@H]([C@H](O4)CO)O)O[C@@H]5[C@H]([C@H]([C@@H]([C@H](O5)CO)O)O)O[C@@H]6[C@H]([C@H]([C@@H]([C@H](O6)CO)O)O)O[C@@H]7[C@H]([C@H]([C@@H]([C@H](O7)CO)O)O)O[C@@H]8[C@H]([C@H]([C@@H]([C@H](O8)CO)O)O[C@@H]9[C@H]([C@H]([C@@H]([C@H](O9)CO)O)O)O[C@@H]1[C@H]([C@H]([C@@H]([C@H](O1)CO)O)O)O[C@@H]1[C@H]([C@H]([C@@H]([C@H](O1)CO)O)O)OP(=O)([O-])[O-])O)O)O)O)NC(=O)C)/C)/C)/C)/C)/C)/C)/C)/C)/C)/C)C The molecule is an organophosphate oxoanion obtained by deprotonation of the phosphate OH groups of 3-O-phospho-alpha-D-Man-(1->2)-alpha-D-Man-(1->2)-[alpha-D-Man-(1->3)-alpha-D-Man-(1->3)-alpha-D-Man-(1->2)-alpha-D-Man-(1->2)]n-alpha-D-Man-(1->3)-alpha-D-Man-(1->3)-alpha-D-Man-(1->3)-alpha-D-GlcNAc-ditrans,octacis-undecaprenol. It is a conjugate base of a 3-O-phospho-[2)-alpha-D-Man-(1->2)-alpha-D-Man-(1->2)-alpha-D-Man-(1->3)-alpha-D-Man-(1->]n-(1->3)-alpha-D-Man-(1->3)-alpha-D-Man-(1->3)-alpha-D-GlcNAc-diphospho-ditrans,octacis-undecaprenol.